C=1N=CN2C1C1=CC=CC=C1[C@@H]2C2(CCCC2)O (R)-1-(5H-Imidazo[5,1-a]isoindol-5-yl)cyclopentan-1-ol